C1=NC(=C2C(=N1)N(C=N2)[C@H]3[C@@H]([C@@H]([C@H](O3)COP(=O)([O-])O[C@@H]4[C@H](O[C@H]([C@@H]4O)N5C=NC6=C(N=CN=C65)N)COP(=O)([O-])[O-])O)O)N The molecule is an organophosphate oxoanion obtained by deprotonation of the phospohate OH groups of pApA. Major microspecies at pH 7.3. It is a conjugate base of a pApA.